C(CCCCCCCC=CC=CC=CCCCC)(=O)OO hydroxyl eleostearate